C(C)N1C(CCCC1=O)=O ethyl-piperidine-2,6-dione